N-(3-((3,5-dimethyl-4-oxo-3,4-dihydroquinazolin-6-yl)oxy)-2,5-difluorophenyl)-3-fluoropropane-1-sulfonamide CN1C=NC2=CC=C(C(=C2C1=O)C)OC=1C(=C(C=C(C1)F)NS(=O)(=O)CCCF)F